(R)-3-(2-methoxyethoxy)pyrrolidine COCCO[C@H]1CNCC1